ClC1=CC=C(C=C1)C1(CC(C1)C(=O)N)O 3-(4-chlorophenyl)-3-hydroxycyclobutanecarboxamide